C(#N)C1=NN(C=C1)CC1=CC(C(=C(N1CC)C1=CC(=C(C=C1)Cl)Cl)C(=O)OCC)=O ethyl 6-[(3-cyanopyrazol-1-yl)methyl]-2-(3,4-dichlorophenyl)-1-ethyl-4-oxo-pyridine-3-carboxylate